benzyltriethyl-ammonium chloride [Cl-].C(C1=CC=CC=C1)[N+](CC)(CC)CC